C[C@H]1N(CCN(C1)C1=CC2=C(N=CN=C2NC2=CC(=C(C=C2)OC2=CC3=C(N(C=N3)C)C=C2)C)C=N1)C(C#CC)=O 1-[(2R)-2-methyl-4-[4-({3-methyl-4-[(1-methyl-1,3-benzodiazol-5-yl)oxy]phenyl}amino)pyrido[3,4-d]pyrimidin-6-yl]piperazin-1-yl]but-2-yn-1-one